2-(3-(4-fluorophenyl)phenyl)pyridine FC1=CC=C(C=C1)C=1C=C(C=CC1)C1=NC=CC=C1